N-[1-(1H-tetrazol-5-yl)piperidin-4-yl]-4-(furo[3,2-c]pyridin-4-yl)benzamide N1N=NN=C1N1CCC(CC1)NC(C1=CC=C(C=C1)C1=NC=CC2=C1C=CO2)=O